ClC=1C=NC(=NC1)N1CC2(C1)CNC2 2-(5-chloropyrimidin-2-yl)-2,6-diazaspiro[3.3]heptane